N-(3,3-dimethyl-1-(1H-tetrazol-5-yl)butyl)quinolin-2-amine CC(CC(C1=NN=NN1)NC1=NC2=CC=CC=C2C=C1)(C)C